N-(3-(N-methyl-N-phenylsulfamoyl)phenyl)isonicotinamide CN(S(=O)(=O)C=1C=C(C=CC1)NC(C1=CC=NC=C1)=O)C1=CC=CC=C1